C[Si](C)(C)CC(CC1=CC(C=C1)=C(C1=CC=CC=C1)C1=CC=CC=C1)=C 2-[2-(trimethylsilylmethyl)allyl]-6,6-diphenyl-fulvene